CC1(OC2=CC(=C(C=C2C2C1CCC(=C2)C)C=2C=NNC2)CCCCC)C 6,6,9-trimethyl-3-pentyl-2-(1H-pyrazol-4-yl)-6a,7,8,10a-tetrahydro-6H-benzo[c]chromen